O(O)C(CC/C(=C/COC1=CC=C2C=CC(OC2=C1)=O)/C)C(=C)C (E)-7-(6-hydroperoxy-3,7-dimethylocta-2,7-dienyloxy)coumarin